4,4'-bis(4-methoxyphenyl)stilbene potassium [K].COC1=CC=C(C=C1)C1=CC=C(C=C1)C=CC1=CC=C(C=C1)C1=CC=C(C=C1)OC